CC1CC2=C(NC1)C=C(S2)C(=O)OCC ethyl 6-methyl-4,5,6,7-tetrahydrothieno[3,2-b]pyridine-2-carboxylate